[N+](=O)([O-])C1=CC=C(C=C1)OC([C@@H](NC(=O)OC(C)(C)C)CCCC(N)C(CCCC1=CC=C(C=C1)Br)=O)=O 6-(4-(4-bromophenyl)butyryl)-N2-(tert-butoxycarbonyl)-L-lysine p-nitrophenyl ester